N-[(3R)-1-methylpyrrolidin-3-yl]-2-(8-isopropyl-5-oxothieno[3',2':4,5]pyrrolo[1,2-d][1,2,4]triazin-6(5H)-yl)acetamide CN1C[C@@H](CC1)NC(CN1N=C(N2C(C1=O)=CC1=C2SC=C1)C(C)C)=O